N-(1-methyl-2-oxo-1,2-dihydropyridin-4-yl)acetamide CN1C(C=C(C=C1)NC(C)=O)=O